silver-copper-tellurium [Te].[Cu].[Ag]